1-(3'-Fluoro-4-((2R,3S)-2-methyl-3-((methylsulfonyl)methyl)azetidin-1-yl)-[2,4'-bipyridin]-6-yl)-6-(4-methoxypyridin-3-yl)-4-methyl-1H-pyrazolo[4,3-c]pyridine FC=1C=NC=CC1C1=NC(=CC(=C1)N1[C@@H]([C@H](C1)CS(=O)(=O)C)C)N1N=CC=2C(=NC(=CC21)C=2C=NC=CC2OC)C